2-(difluoromethyl)-3-(3,5-difluorophenyl)-7-methyl-4,5,6,7-tetrahydro-2H-pyrazolo[3,4-c]pyridine FC(N1N=C2C(NCCC2=C1C1=CC(=CC(=C1)F)F)C)F